COC1=CC=C(C=C1)C(OC[C@]12O[C@H]([C@H](N(C1)C1=NC=CN=C1)[C@@H]2O)N2C(NC(C(=C2)C)=O)=O)(C2=CC=CC=C2)C2=CC=C(C=C2)OC 1-[(1R,3R,4R,7S)-1-[[bis(4-methoxyphenyl)-phenyl-methoxy]methyl]-7-hydroxy-5-pyrazin-2-yl-2-oxa-5-azabicyclo[2.2.1]heptan-3-yl]-5-methyl-pyrimidine-2,4-dione